((2-chloro-4-methylphenoxy)methyl)-6-(piperidin-4-ylmethyl)pyridine ClC1=C(OCC2=NC(=CC=C2)CC2CCNCC2)C=CC(=C1)C